N-(5-((5-chloropyridin-2-yl)methoxy)-1,3,4-thiadiazol-2-yl)-3'-methoxy-6-methyl-[4,4'-bipyridine]-3-carboxamide ClC=1C=CC(=NC1)COC1=NN=C(S1)NC(=O)C=1C=NC(=CC1C1=C(C=NC=C1)OC)C